FC=1C(=C(C=CC1F)[C@@H]1[C@H](O[C@@]([C@@H]1C)(C(F)(F)F)C)C(=O)NC1=CC(=NC=C1)C(C)(C)O)OC (2S,3R,4R,5S)-3-(3,4-Difluoro-2-methoxyphenyl)-N-(2-(2-hydroxypropan-2-yl)pyridin-4-yl)-4,5-dimethyl-5-(trifluoromethyl)tetrahydrofuran-2-carboxamide